N-[5-(5-chloro-1H-benzimidazol-2-yl)-1H-pyrazol-3-yl]-6-[4-(hydroxymethyl)-1-piperidyl]pyridine-3-carboxamide ClC1=CC2=C(NC(=N2)C2=CC(=NN2)NC(=O)C=2C=NC(=CC2)N2CCC(CC2)CO)C=C1